(S)-4-Methylpentan-2-ol CC(C[C@H](C)O)C